sodium bis(2-ethylhexyl) sulfosuccinate, ammonium salt [NH4+].S(=O)(=O)([O-])C(C(=O)OCC(CCCC)CC)CC(=O)OCC(CCCC)CC.[Na]